COC1=C2C=C(NC2=CC=C1)C(=O)N1C(C2=CC=CC=C2C1)C(=O)N[C@H](C(=O)OC)C[C@H]1C(NCC1)=O methyl (2S)-[[2-(4-methoxy-1H-indole-2-carbonyl)isoindoline-1-carbonyl]amino]-3-[(3S)-2-oxopyrrolidin-3-yl]propanoate